rac-(1R,2S)-2-(3-chlorophenyl)cyclopropane-1-carboxylic acid ClC=1C=C(C=CC1)[C@@H]1[C@@H](C1)C(=O)O |r|